CC=1N=CN(C1)C1=CC(=NC(=C1)NCC1=NC=CC(=C1)C1=CC=CC=C1)CN1C[C@H](CCC1)NC(OC(C)(C)C)=O tert-butyl (S)-(1-((4-(4-methyl-1H-imidazol-1-yl)-6-(((4-phenylpyridin-2-yl)methyl)amino) pyridin-2-yl)methyl)piperidin-3-yl)carbamate